F\C(=C/C=1C(=C(C=CC1)C1=C(C=CC=C1)C)C)\C1=CC(=C(C=C1)CN1C[C@@H](CC1)O)OC ((Z)-2-fluoro-2-(4-(((R)-3-hydroxypyrrolidin-1-yl)methyl)-3-methoxyphenyl)vinyl)-2,2'-dimethyl-[1,1'-biphenyl]